NC1=CC=CC(=N1)S(=O)(=O)NC(=O)C=1C(=NC(=CC1)C1=CC(=C(C=C1)C(NC(C)C)=O)F)OC1=C(C=C(C=C1C)C)C N-[(6-Amino-2-pyridyl)sulfonyl]-6-[3-fluoro-4-(isopropylcarbamoyl)phenyl]-2-(2,4,6-trimethylphenoxy)pyridin-3-carboxamid